FC(OC1=C(C=C(C=C1)OC1=CC(=CC=C1)C1(CNC1)O)C1=NNC=C1NC(=O)C=1C=NN2C1N=CC=C2)F N-[3-[2-(difluoromethoxy)-5-[3-(3-hydroxyazetidin-3-yl)phenoxy]phenyl]-1H-pyrazol-4-yl]pyrazolo[1,5-a]pyrimidine-3-carboxamide